(3R)-3-amino-7-(2-tert-butyltetrazol-5-yl)-5-[(4-chlorophenyl)methyl]-1,1-dioxo-2,3-dihydro-1lambda6,5-benzothiazepin-4-one N[C@H]1CS(C2=C(N(C1=O)CC1=CC=C(C=C1)Cl)C=C(C=C2)C=2N=NN(N2)C(C)(C)C)(=O)=O